CC1(CNC(C2=CC=C(C=C12)C1=CNC2=NC=C(C=C21)C=2C(=NC=CC2)C)=O)C 4,4-dimethyl-6-(5-(2-methylpyridin-3-yl)-1H-pyrrolo[2,3-b]pyridin-3-yl)-3,4-dihydroisoquinolin-1(2H)-one